tert-Butyl (2-(trifluoromethyl)pyridin-4-yl)carbamate FC(C1=NC=CC(=C1)NC(OC(C)(C)C)=O)(F)F